NS(=O)(=O)C1=CC=C(C2=NON=C21)F 4-(aminosulfonyl)-7-fluoro-2,1,3-benzooxadiazole